[Zr].[Ca] Calcium Zirconium